COC(=O)[C@H]1N(C[C@@H](C1)S(=O)(=O)C)C(=O)OC(C)(C)C (2s,4r)-4-(methylsulfonyl)pyrrolidine-1,2-dicarboxylic acid 1-tert-butyl ester 2-methyl ester